N1CC(C1)NC(=O)C1NC(CCC1)C1=C(C(=CC=C1O)Cl)Cl N-(azetidin-3-yl)-6-(2,3-dichloro-6-hydroxyphenyl)piperidine-2-carboxamide